C(C1=CC=CC=C1)N1CCN(C2=CC=C(C=C12)OC)S(=O)(=O)C=1C=C(C)C=CC1 4-benzyl-6-methoxy-1-(m-toluenesulfonyl)-1,2,3,4-tetrahydroquinoxaline